(2R,7aS)-2-fluoro-1H-pyrrolizin FC=1CC2=CC=CN2C1